COC=1C=C(CN2C(C(CCC2=O)N2C(C3=CC=C(C=C3C2)N([C@@H]2CN(CC2)C(=O)OC(C)(C)C)C)=O)=O)C=CC1OC Tert-butyl (3S)-3-((2-(1-(3,4-dimethoxybenzyl)-2,6-dioxopiperidin-3-yl)-1-oxoisoindolin-5-yl)(methyl)amino)pyrrolidine-1-carboxylate